BrC1=CC(=C2N(C1=O)C1(CN(C1)C(=O)OC(C)(C)C)NC2=O)Cl tert-butyl 6-bromo-8-chloro-1,5-dioxo-spiro[2H-imidazo[1,5-a]pyridine-3,3'-azetidine]-1'-carboxylate